N-[(2-fluoro-3-methoxyphenyl)methyl]-4-(1,7-diaza-7-spiro[4.4]nonyl)-5-(3,5-difluorophenyl)nicotinamide FC1=C(C=CC=C1OC)CNC(C1=CN=CC(=C1N1CC2(CCCN2)CC1)C1=CC(=CC(=C1)F)F)=O